ClC=1C(=C2C=NNC2=C(C1F)NC(C)C)C=1N=CC=2N(C1)C=C(N2)NC(=O)N2CCOCC2 N-(6-(5-chloro-6-fluoro-7-(isopropylamino)-1H-indazol-4-yl)imidazo[1,2-a]pyrazin-2-yl)morpholine-4-carboxamide